COC1=C(CNC2=NC=3C(=CC=CC3C=3N2N=C(N3)[C@H]3CC(CN(C3)C(=O)OC(C)(C)C)(F)F)OC)C=CC(=C1)OC tert-butyl (S)-5-(5-((2,4-dimethoxybenzyl)amino)-7-methoxy-[1,2,4]triazolo[1,5-c]quinazolin-2-yl)-3,3-difluoropiperidine-1-carboxylate